2,4-diethylmorpholinone C(C)C1C(N(CCO1)CC)=O